CNS(=O)(=O)C1=CC(=CC=C1)NC1=NC=2C(C3=CN=CC=C13)=NN1C2C=NC=C1 N-methyl-3-(pyrazino[1',2':1,5]pyrazolo[4,3-c][2,6]naphthyridin-5-ylamino)benzenesulfonamide